1-(4-(2-chloro-4-((3-(3-(trifluoromethyl)-1H-pyrazol-4-yl)imidazo[1,2-a]pyrazin-8-yl)amino)benzoyl)piperazin-1-yl)-2-(piperidin-4-yl)ethan-1-one formate C(=O)O.ClC1=C(C(=O)N2CCN(CC2)C(CC2CCNCC2)=O)C=CC(=C1)NC=1C=2N(C=CN1)C(=CN2)C=2C(=NNC2)C(F)(F)F